8-[(1R)-1-[[6-chloro-2-(1-hydroxy-2,3,1-benzoxazaborinin-6-yl)-3-pyridyl]amino]ethyl]-2-(4,4-dimethyl-1-piperidyl)-3,6-dimethyl-chromen-4-one ClC1=CC=C(C(=N1)C=1C=CC2=C(C=NOB2O)C1)N[C@H](C)C=1C=C(C=C2C(C(=C(OC12)N1CCC(CC1)(C)C)C)=O)C